C(=CCCCC)OC(C=1C(N)=CC=CC1)=O HEXENYL-3-CIS-ANTHRANILATE